[2-(3-bromo-5-methanesulfonylphenoxy)ethoxy](tert-butyl)dimethylsilane BrC=1C=C(OCCO[Si](C)(C)C(C)(C)C)C=C(C1)S(=O)(=O)C